NS(=O)(=O)N (R)-aminosulfone